C1CN(CCC12CCNCC2)C2=CC(=C(C=C2)C2C(NC(CC2)=O)=O)C 3-[4-(3,9-diazaspiro[5.5]undecan-3-yl)-2-methyl-phenyl]piperidine-2,6-dione